3-Amino-2-methylphenol NC=1C(=C(C=CC1)O)C